n-docosyl-amine C(CCCCCCCCCCCCCCCCCCCCC)N